7-chloro-8-cyano-1-cyclopropyl-6-fluoro-1,4-dihydro-4-oxo-3-quinolinecarboxylic acid ethyl ester C(C)OC(=O)C1=CN(C2=C(C(=C(C=C2C1=O)F)Cl)C#N)C1CC1